ethyl 6-(3-chloro-4-methylphenyl)-3-(methoxymethyl)-4-oxo-4,5-dihydropyrazolo-[1,5-a]pyrazine-2-carboxylate ClC=1C=C(C=CC1C)C=1NC(C=2N(C1)N=C(C2COC)C(=O)OCC)=O